CN(CCCC(CCN)N)C 1-(3-(dimethylamino)propyl)-1,3-Diaminopropane